N1=CC=C(C=C1)C1=CC=C(C=C1)B(O)O 4-(4-pyridyl)phenylboronic acid